4-bromo-2,6-dimethylbenzeneethanol BrC1=CC(=C(C(=C1)C)CCO)C